2-(5-nitro-1H-indol-3-ylmethylene)-malononitrile [N+](=O)([O-])C=1C=C2C(=CNC2=CC1)C=C(C#N)C#N